ClC=1C=C(C=C(C1)C)C(C)C1=CC=2NC3=CC=CC=C3SC2C=C1 2-(1-(3-chloro-5-methylphenyl)ethyl)-10H-phenothiazine